OC1C(=CC(O1)=O)CCC 5-hydroxy-4-propylfuran-2(5H)-one